OC(CN(CCCC(=O)OCCN1CCN(CC1)CCSSCCCN(CC(CCCCCCC(=O)OCC(CC)CC)O)CC(CCCCCCC(=O)OCC(CC)CC)O)CC(CCCCC(OC(C)C)=O)O)CCCCC(=O)OC(C)C Bis(2-ethylbutyl) 9,9'-((3-((2-(4-(2-((4-(bis(2-hydroxy-7-isopropoxy-7-oxoheptyl)-amino)butanoyl)oxy)ethyl)piperazin-1-yl)ethyl)disulfaneyl)propyl)azanediyl)bis(8-hydroxynonanoate)